4-aminotetrahydrofuran-3-ol hydrochloride Cl.NC1C(COC1)O